C(CCCCCCC(=O)O[C@@H](COC(CCCCC(=O)OC(CCCCCCCC)CCCCCCCC)=O)CO)(=O)OC(CCCCCCCC)CCCCCCCC (R)-1-(Heptadecan-9-yl) 8-(1-((6-(heptadecan-9-yloxy)-6-oxohexanoyl)oxy)-3-hydroxypropan-2-yl) octanedioate